5-(p-tolyl)-1-(2,2,2-trifluoroacetyl)-4,5-dihydro-1H-pyrazol C1(=CC=C(C=C1)C1CC=NN1C(C(F)(F)F)=O)C